cupric bis(trifluoromethanesulfonate) FC(S(=O)(=O)[O-])(F)F.FC(S(=O)(=O)[O-])(F)F.[Cu+2]